(R)-7-(5-(3-(dimethylamino)pyrrolidin-1-yl)-1H-benzo[d]imidazol-2-yl)-4-(1H-pyrrolo[2,3-b]pyridin-3-yl)isoindol-1-one CN([C@H]1CN(CC1)C1=CC2=C(NC(=N2)C=2C=CC(=C3C=NC(C23)=O)C2=CNC3=NC=CC=C32)C=C1)C